C(CCCCC)C(CCOC(=O)OCCCCCCN(CCCCCCCC(=O)OC(CCCCCCCC)CCCCCCCC)CCO)CCCCCC Heptadecan-9-yl 8-((6-((((3-hexylnonyl)oxy)carbonyl)oxy)hexyl)(2-hydroxyethyl)amino)octanoate